FC1=CC=CC=2OC3=C([C@H](CC21)CNC)C=CC=C3 |o1:9| (S*)-1-(1-fluoro-10,11-dihydrodibenzo[b,f]oxepin-10-yl)-N-methylmethanamine